(1R,3S)-3-(5-((2-(4-aminobutoxy)-6-(difluoromethyl)pyridin-4-yl)amino)-1-(tert-butyl)-1H-pyrazol-3-yl)cyclopentyl (4-nitrophenyl) carbonate C(O[C@H]1C[C@H](CC1)C1=NN(C(=C1)NC1=CC(=NC(=C1)C(F)F)OCCCCN)C(C)(C)C)(OC1=CC=C(C=C1)[N+](=O)[O-])=O